tert-Butyl 5-((2-chloro-3-cyano-4-methyl-5,6,7,8-tetrahydroquinolin-8-yl)oxy)-3-cyclopropyl-1H-indazole-1-carboxylate ClC1=NC=2C(CCCC2C(=C1C#N)C)OC=1C=C2C(=NN(C2=CC1)C(=O)OC(C)(C)C)C1CC1